trans-(1R,2R)-2-Oct-2-yn-1-ylcyclopropanecarbaldehyde C(C#CCCCCC)[C@@H]1[C@@H](C1)C=O